7-(2-fluoro-3,5-dimethoxyphenyl)-3-(1-methyl-4-nitro-1H-pyrazol-3-yl)-1,4,5,6,7,8-hexahydrocyclohepta[c]pyrazole FC1=C(C=C(C=C1OC)OC)C1CCCC2=C(NN=C2C2=NN(C=C2[N+](=O)[O-])C)C1